ClC1=C(NC2=C(C(=C(C(=C12)C1CNCCC1)F)F)C(=O)N)C 3-chloro-5,6-difluoro-2-methyl-4-(3-piperidinyl)-1H-indole-7-carboxamide